C1(=CC=CC=C1)NC1=CC=C(C=C1)NC(C)C N-phenyl-N'-isopropyl-para-phenylenediamine